[Br-].[Na+].NC(C)C1=NC=CN1C 1-aminoethyl-3-methylimidazole sodium bromide